2-(3-(3-(Cyclopentylcarbamoyl)-1H-Pyrazol-5-Yl)Phenyl)-N-(Pentan-3-yl)Oxazole-5-Carboxamide C1(CCCC1)NC(=O)C1=NNC(=C1)C=1C=C(C=CC1)C=1OC(=CN1)C(=O)NC(CC)CC